C1(C=CCC1)C(C(=O)O)CCC (cyclopent-2-en-1-yl)-pentanoic acid